FC1(OC2=C(O1)C=CC(=C2)/C=C/C(=O)N2CCN(C1(CC1)C2)C(=O)C2=NC=NC(=C2)C(C)(C)O)F (E)-3-(2,2-difluorobenzo[d][1,3]dioxol-5-yl)-1-(4-(6-(2-hydroxypropan-2-yl)pyrimidine-4-carbonyl)-4,7-diazaspiro[2.5]octan-7-yl)prop-2-en-1-one